Triazolo[1,5-a]Pyrimidin-7-ol N1=NC=C2N1C(=CC=N2)O